2-(3,5-difluorophenyl)-acetylamino-1-N-(1-methyl-2-oxo-5-phenyl-2,3-dihydro-1H-benzo[E][1,4]diazepin-3-yl)-propionamide FC=1C=C(C=C(C1)F)CC(=O)NC(C(=O)NC1N=C(C2=C(N(C1=O)C)C=CC=C2)C2=CC=CC=C2)C